1,2-dimethylimidazolium triflate [O-]S(=O)(=O)C(F)(F)F.CN1C(=[NH+]C=C1)C